1H-benzimidazole-2-carboxylic acid methyl ester COC(=O)C1=NC2=C(N1)C=CC=C2